[2,6-diethoxy-4-(2-methyl-1,3-dioxolan-2-yl)phenyl]methanol C(C)OC1=C(C(=CC(=C1)C1(OCCO1)C)OCC)CO